3-(N-trifluoroacetyl-amino)thiophene FC(C(=O)NC1=CSC=C1)(F)F